2-(4-(2-((4-(3-chloro-4-methylphenyl)-5-methylthiazol-2-yl)amino)-2-oxoethyl)phenoxy)nicotinamide 3-methoxy-4-methoxycarbonylphenylborate COC=1C=C(C=CC1C(=O)OC)OB(O)O.ClC=1C=C(C=CC1C)C=1N=C(SC1C)NC(CC1=CC=C(OC2=C(C(=O)N)C=CC=N2)C=C1)=O